ClC=1C=CC=2N(C1)C(=CN2)C2=NC=CC(=N2)N2CCNC(CC2)=O 1-[2-(6-chloroimidazo[1,2-a]pyridin-3-yl)pyrimidin-4-yl]-1,4-diazepan-5-one